8-fluoro-7-(6-(1-(1-(4-fluorophenyl)propyl)-1H-pyrazol-4-yl)-pyridin-2-yl)-[1,2,4]-triazolo[1,5-a]pyridin-2-amine FC=1C=2N(C=CC1C1=NC(=CC=C1)C=1C=NN(C1)C(CC)C1=CC=C(C=C1)F)N=C(N2)N